(S or R)-2-(3-phenyl-1,2,4-triazol-1-yl)-4-[5-(5,6,7,8-tetrahydro-1,8-naphthyridin-2-yl)pentanoylamino]-butanoic acid C1(=CC=CC=C1)C1=NN(C=N1)[C@H](C(=O)O)CCNC(CCCCC1=NC=2NCCCC2C=C1)=O |o1:11|